C(CC=C)[Sn](OC)(OC)OC 3-buten-1-yl-tris(methoxy)tin